FC(C=1C=C(C=C(C1)C(F)(F)F)[B-](C1=CC(=CC(=C1)C(F)(F)F)C(F)(F)F)(C1=CC(=CC(=C1)C(F)(F)F)C(F)(F)F)C1=CC(=CC(=C1)C(F)(F)F)C(F)(F)F)(F)F.C1(=CC=CC=C1)[PH+](C1=CC=CC=C1)C1=CC=CC=C1 Triphenylphosphonium tetrakis(3,5-bis(trifluoromethyl)phenyl)borate